Cl.N[C@H](C(=O)NC1=CC=C(C=C1)SCC1=CC=CC=C1)CC1=CC=CC=C1 (S)-2-amino-N-(4-(benzylthio)phenyl)-3-phenylpropanamide hydrochloride